P(O)(=O)(OP(=O)(O)O)OC(C)C(=C)C 3-methyl-3-buten-2-ol diphosphate